ethyl ethylene bisphosphonate P(O)(O)=O.P(O)(O)=O.C(C)C=C